C(C)(C)(C)OC(=O)N1C[C@H](OC[C@@H]1C1=CC=C(C=C1)N1C(=CC2=C1N=CNC2=O)Cl)CC (2r,5s)-5-(4-(6-chloro-4-oxo-3,4-dihydro-7H-pyrrolo[2,3-d]pyrimidin-7-yl)phenyl)-2-ethylmorpholine-4-carboxylic acid tert-butyl ester